5-((((1R,2S,4R,6R)-2-fluoro-6-hydroxy-4-((imidazo[1,2-a]pyridin-8-ylmethyl)amino)cyclohexyl)amino)methyl)-1,3-dimethyl-1,3-dihydro-2H-benzo[d]imidazol-2-one F[C@@H]1[C@@H]([C@@H](C[C@H](C1)NCC=1C=2N(C=CC1)C=CN2)O)NCC2=CC1=C(N(C(N1C)=O)C)C=C2